tert-butyl 4-[7-({8-fluoro-1,3-dimethylpyrrolo[1,2-a]pyrazin-7-yl}carbamoyl)-2-methylindazol-4-yl]piperazine-1-carboxylate FC=1C(=CN2C1C(=NC(=C2)C)C)NC(=O)C2=CC=C(C1=CN(N=C21)C)N2CCN(CC2)C(=O)OC(C)(C)C